2-(2,2-Difluorobenzo[d][1,3]dioxol-5-yl)-7-azaspiro[3.5]nonane FC1(OC2=C(O1)C=CC(=C2)C2CC1(C2)CCNCC1)F